5-cyclopropyl-N2-(2,5-difluoro-4-(methylsulfonyl)phenyl)-N2-methyl-6-(1-methyl-1H-imidazol-4-yl)-N4-(5-methyl-1H-pyrazol-3-yl)pyrimidine-2,4-diamine C1(CC1)C=1C(=NC(=NC1C=1N=CN(C1)C)N(C)C1=C(C=C(C(=C1)F)S(=O)(=O)C)F)NC1=NNC(=C1)C